3-chloro-2-((4-cyano-2-fluorobenzyl)oxy)-5,8-dihydro-1,7-naphthyridine-7(6H)-carboxylic acid tert-butyl ester C(C)(C)(C)OC(=O)N1CCC=2C=C(C(=NC2C1)OCC1=C(C=C(C=C1)C#N)F)Cl